ethyl-2,4,6-tribromophenol acrylate C(C=C)(=O)OC1=C(C(=C(C=C1Br)Br)CC)Br